N-[(3-fluoropyridin-2-yl)methyl]-2-[2-({2-[5-(pyridin-3-yl)-1H-imidazol-2-yl]ethyl}amino)ethyl]-[1,3]thiazolo[5,4-d]pyrimidin-7-amine FC=1C(=NC=CC1)CNC=1C2=C(N=CN1)SC(=N2)CCNCCC=2NC(=CN2)C=2C=NC=CC2